C(N)(=O)C1=CC=C(C=C1)B(O)O (4-(carbamoyl)phenyl)boronic acid